2-(5-{[(4-methanesulfonyl-phenyl)amino]meth-yl}-1H-pyrazol-3-yl)-N-(1-methylpiperidin-4-yl)-1-(2,2,2-trifluoroethyl)-1H-indol-4-amine CS(=O)(=O)C1=CC=C(C=C1)NCC1=CC(=NN1)C=1N(C=2C=CC=C(C2C1)NC1CCN(CC1)C)CC(F)(F)F